(S)-6-amino-4-((tetrahydrofuran-3-yl)amino)nicotinonitrile NC1=NC=C(C#N)C(=C1)N[C@@H]1COCC1